NN1C=2SC=3OC(C(OCC3C2C(=N[C@H](C1=O)C)C1=C(C=CC=C1F)F)([2H])[2H])([2H])[2H] (13S)-11-amino-5,5,6,6-tetradeutero-15-(2,6-difluorophenyl)-13-methyl-4,7-dioxa-9-thia-11,14-diazatricyclo[8.5.0.02,8]pentadeca-1(10),2(8),14-trien-12-one